FC1=C(C=CC=C1S(=O)(=O)C)NC1=NC=C(C(=N1)C1=CNC2=C(C=CC=C12)NC([C@@H](COC)N1CCN(CCC1)C)=O)C (R)-N-(3-(2-((2-fluoro-3-(methyl-sulfonyl)phenyl)amino)-5-methylpyrimidin-4-yl)-1H-indol-7-yl)-3-methoxy-2-(4-methyl-1,4-diazepan-1-yl)propanamide